N-[4-(3-chloro-4-fluoroanilino)-7-[3-methyl-3-(4-methylpiperazin-1-yl)but-1-ynyl]quinazolin-6-yl]prop-2-enamide ClC=1C=C(NC2=NC=NC3=CC(=C(C=C23)NC(C=C)=O)C#CC(C)(N2CCN(CC2)C)C)C=CC1F